2-Methyl-naphthalene-1,4-diol CC1=C(C2=CC=CC=C2C(=C1)O)O